1-(2-tetrahydropyranyl)-1H-pyrazole O1C(CCCC1)N1N=CC=C1